CC1=CN=C(S1)N1CCN(CC1)C(CCOC[C@H](C)NC1=C(C(NN=C1)=O)C(F)(F)F)=O (S)-5-((1-(3-(4-(5-Methylthiazol-2-yl)piperazin-1-yl)-3-oxopropoxy)propan-2-yl)amino)-4-(trifluoromethyl)pyridazin-3(2H)-one